N-(3-(3-(9H-purin-6-yl)pyridin-2-ylamino)-4-methylphenyl)-2-(6-(trifluoromethyl)pyridin-2-yl)acetamide N1=CN=C2NC=NC2=C1C=1C(=NC=CC1)NC=1C=C(C=CC1C)NC(CC1=NC(=CC=C1)C(F)(F)F)=O